ClC=1C=CC(=C(C1)C1=NC(=NC2=C1N=C(N(C2=O)C)C)N2C[C@H](OCC2)C=2C=NN(C2)C)F 8-(5-chloro-2-fluoro-phenyl)-2,3-dimethyl-6-[(2R)-2-(1-methylpyrazol-4-yl)morpholin-4-yl]pyrimido[5,4-d]pyrimidin-4-one